2-hydroxyglutaric acid disodium salt [Na+].[Na+].OC(C(=O)[O-])CCC(=O)[O-]